CN(C=1C=C(CN(C2=CC=CC=C2)CC2=CC(=CC=C2)OC)C=CC1)C N-(3-(dimethylamino)benzyl)-N-(3-methoxybenzyl)aniline